ClC=1C=C(C=CC1)[C@@H]1[C@H](C1)C1=C(C=2C=NC(=CC2N1)N1C[C@H](C[C@@H]1C=1N=C2N(C=C(C=C2)C2CC2)C1)O)F |o1:7,8| (3S,5R)-1-(2-((1S*,2S*)-2-(3-chlorophenyl)cyclopropyl)-3-fluoro-1H-pyrrolo[3,2-c]pyridin-6-yl)-5-(6-cyclopropylimidazo[1,2-a]pyridin-2-yl)pyrrolidin-3-ol